tert-butyl-3-((6-((4,4-difluorocyclohexyl)amino)-2-(3-(hydroxymethyl)-1H-pyrazol-1-yl)pyrimidin-4-yl)oxy)azetidine-1-carboxylate C(C)(C)(C)OC(=O)N1CC(C1)OC1=NC(=NC(=C1)NC1CCC(CC1)(F)F)N1N=C(C=C1)CO